(1R,7S,8r)-4-((2-((2-(1,4-diazabicyclo[3.2.1]octan-4-yl)pyrimidin-5-yl)oxy)-6-(3,5-dichlorophenyl)pyridin-4-yl)methyl)-4-azabicyclo[5.1.0]octane-8-carboxylic acid N12CCN(C(CC1)C2)C2=NC=C(C=N2)OC2=NC(=CC(=C2)CN2CC[C@H]1C([C@H]1CC2)C(=O)O)C2=CC(=CC(=C2)Cl)Cl